ClC1=C(C(=CC=C1)N1CCN(CC1)C(C)C)NC(=O)N1CCC(CC1)(C1=NOC(=N1)C)C N-{2-chloro-6-[4-(propan-2-yl)piperazin-1-yl]phenyl}-4-methyl-4-(5-methyl-1,2,4-oxadiazole-3-yl)piperidine-1-carboxamide